CC1=NC2=CC=CC=C2C(N1C1=CC=C(C=C1)NC(CC1=CC(=C(C(=C1)C)C)C)=O)=O N-(4-(2-methyl-4-oxoquinazolin-3(4H)-yl)phenyl)-2-(3,4,5-trimethyl-phenyl)acetamide